BrC1=CC=C2C(=NN(C2=C1)S(=O)(=O)C1=CC=C(C=C1)C)C(C)C 6-bromo-3-isopropyl-1-(p-tolylsulfonyl)indazole